(S)-5-(4-((1-methoxypropan-2-yl)oxy)-6-nitroquinolin-2-yl)thiazole COC[C@H](C)OC1=CC(=NC2=CC=C(C=C12)[N+](=O)[O-])C1=CN=CS1